tert-butyl 3-bromo-5-chloro-2-methyl-1H-indole-1-carboxylate BrC1=C(N(C2=CC=C(C=C12)Cl)C(=O)OC(C)(C)C)C